4-(4-fluorophenyl)-3-methylbutanoic acid FC1=CC=C(C=C1)CC(CC(=O)O)C